OCCNC(O[C@@H]1CC[C@H](CC1)C(N(C[C@@H]1CC[C@H](CC1)C1=NC(=C(C=C1)OC)C)C1=CC(=CC=C1)C1=CN=C(S1)C1CC1)=O)=O trans-4-((3-(2-Cyclopropylthiazol-5-yl)-phenyl)((trans-4-(5-methoxy-6-methyl-pyridin-2-yl)cyclohexyl)methyl)carbamoyl)cyclohexyl (2-hydroxyethyl)-carbamate